COC=1C(=CC=2C(=C3C(=NC2C1)CCOCC3)N[C@H]3CN(CCC3)C(C)C)OC (3R)-N-{8,9-dimethoxy-1H,2H,4H,5H-oxepino[4,5-b]quinolin-11-yl}-1-(propan-2-yl)piperidin-3-amine